COC(CN1C(C2=CC=C(C=C2[C@]2(C1=O)[C@H](C2)C)Br)=O)=O 2-((1R,2s)-6'-bromo-2-methyl-1',3'-dioxo-1'h-spiro[cyclopropane-1,4'-isoquinoline]-2'(3'h)-yl)acetic acid methyl ester